Cl[SiH]1[Si](CC1)(Cl)Cl trichloro-disilacyclobutane